BrC=1C=CC(=C2C=CN(C12)C(C(C)OC([C@H](C)NC(=O)C1=NC=CC(=C1OC(C)=O)OC)=O)C)F (2S)-2-[(3-acetoxy-4-methoxy-pyridine-2-carbonyl)amino]propionic acid [rac-2-(7-bromo-4-fluoro-indol-1-yl)-1-methyl-propyl] ester